C12(CC(C1)C2)N2C(=NC1=C2C=C(C=C1)C(=O)O)C=1N(C(C(=C(N1)C(NC=1C=NOC1)=O)O)=O)C 1-{bicyclo[1.1.1]pentan-1-yl}-2-{5-hydroxy-1-methyl-4-[(1,2-oxazol-4-yl)carbamoyl]-6-oxo-1,6-dihydropyrimidin-2-yl}-1H-1,3-benzodiazole-6-carboxylic acid